C1(=CC=CC=C1)COP(=O)(OCC1=CC=CC=C1)OC1=C(C=CC=C1)CC(=O)O (2-{[bis(phenylmethyloxy)phosphoryl]oxy}phenyl)acetic acid